FC=1C=C(C=C(C1O)F)[C@H](CN1C[C@H]2[C@@](C1)([C@@H]([C@@H](C2)OC2=CC=CC=C2)O)O)O (3ar,4R,5R,6as)-2-((R)-2-(3,5-difluoro-4-hydroxyphenyl)-2-hydroxyethyl)-5-phenoxyhexahydrocyclopenta[c]pyrrole-3a,4(1H)-diol